(S)-N-(1-(3-chloro-5-(2,2,2-trifluoroethoxy)phenyl)cyclopropyl)-3-(2,6-difluorophenyl)-3-hydroxybutanamide ClC=1C=C(C=C(C1)OCC(F)(F)F)C1(CC1)NC(C[C@](C)(O)C1=C(C=CC=C1F)F)=O